2-isopropyl-N-methyl-N-phenyl-1,2,3,4-tetrahydroisoquinoline-7-amine hydrochloride Cl.C(C)(C)N1CC2=CC(=CC=C2CC1)N(C1=CC=CC=C1)C